bis(triethoxysiloxy)dibutyltin diacetate C(C)(=O)O.C(C)(=O)O.C(C)O[Si](O[Sn](CCCC)(CCCC)O[Si](OCC)(OCC)OCC)(OCC)OCC